((6-(2-chloro-6-methoxymethyl-7H-pyrrolo[2,3-d]pyrimidin-7-yl)pyridin-2-yl)imino)dimethyl-λ6-sulfanone ClC=1N=CC2=C(N1)N(C(=C2)COC)C2=CC=CC(=N2)N=S(=O)(C)C